ClC=1C=CC2=C(C(=NCC(N2C)=O)C2=CC=CC=C2)C1 7-chloro-1,3-dihydro-1-methyl-5-phenyl-1,4-benzodiazepine-2-one